F[C@H]1CN(CC1)CC(ON1CN=C(C2=C1CNCC2)OC(=O)N2C1(CNCC2CC1)C)C1CC1 (1-(((R)-3-fluoropyrrolidin-1-ylmethyl)cyclopropyl methoxy)-5,6,7,8-tetrahydropyrido[3,4-d]pyrimidin-4-yl)-1-methyl-3,8-diazabicyclo[3.2.1]octane-8-carboxylate